4-aminoethoxyphenylethylamine NCCOC1=CC=C(C=C1)CCN